Methyl 6-(4-hydroxybutoxy)pyridine-2-carboxylate OCCCCOC1=CC=CC(=N1)C(=O)OC